CCCCC/C=C\\C=C\\C(=O)C/C=C\\C/C=C\\CCCC(=O)[O-] The molecule is a polyunsaturated oxo fatty acid anion that is the conjugate base of 11-oxo-ETE, obtained by deprotonation of the carboxy group; major species at pH 7.3. It is a long-chain fatty acid anion, an oxo fatty acid anion, a polyunsaturated fatty acid anion and an oxo-ETE anion. It is a conjugate base of an 11-oxo-ETE.